fluorononanoic acid FC(C(=O)O)CCCCCCC